S1C=NC2=C1C=C(C=C2)C=2C(=NN1C2OCC1)C=1C=C(C=CC1)C 7-(Benzo[d]thiazol-6-yl)-6-(m-tolyl)-2,3-dihydropyrazolo[5,1-b]oxazole